OCCS(=O)(=O)CC(CCCC(C(=O)OC(C)(C)C)(C)C1=CC(=CC=C1)I)(C)C tert-butyl 7-((2-hydroxyethyl)sulfonyl)-2-(3-iodophenyl)-2,6,6-trimethylheptanoate